ClC=1C=C(C=NC1OC)C1=NN(C=C1C1=C2C(=NC(=C1)C)NN=C2)C 4-[3-(5-Chloro-6-methoxy-3-pyridyl)-1-methyl-pyrazol-4-yl]-6-methyl-1H-pyrazolo[3,4-b]pyridine